OC1=CC(OC(=C1)CCC1=CC=CC=C1)=O 4-hydroxy-6-phenethyl-2-pyrone